C1(CCCCC1)C(CO)NS(=O)(=O)C1=CC=C(C=C1)C N-[1-cyclohexyl-2-hydroxyethyl]-4-methylbenzenesulfonamide